methyl (3S,6S,10aR,Z)-6-((tert-butoxycarbonyl)amino)-5-oxo-1,2,3,5,6,7,8,10a-octahydropyrrolo[1,2-a]azocine-3-carboxylate C(C)(C)(C)OC(=O)N[C@H]1CC\C=C/[C@@H]2N(C1=O)[C@@H](CC2)C(=O)OC